OC1=CC=C(C=C1)[C@H]1OC2=C([C@@H]1C(=O)OC(C)C)C=C(C=C2)\C=C\C(=O)OC isopropyl (2S,3S)-2-(4-hydroxyphenyl)-5-((E)-3-methoxy-3-oxoprop-1-en-1-yl)-2,3-dihydrobenzofuran-3-carboxylate